nitric, thiocyanate [N+](=O)([O-])SC#N